(4S)-4-((S)-5-chloro-6-fluoro-2-phenyl-2-((S)-pyrrolidin-2-yl)-2,3-dihydrobenzofuran-4-yl)-5-fluoro-6-(2-hydroxyethoxy)-N-((3R)-5-methyltetrahydrofuran-3-yl)nicotinamide ClC=1C(=CC2=C(C[C@@](O2)([C@H]2NCCC2)C2=CC=CC=C2)C1C1=C(C(=NC=C1C(=O)N[C@H]1COC(C1)C)OCCO)F)F